FC=1C(=C2C=C(N=CC2=CC1)C)NC(=O)N[C@H]1C[C@@H](CC1)C1=CC=CC=C1 1-(6-fluoro-3-methylisoquinolin-5-yl)-3-[(1R,3R)-3-phenylcyclopentyl]urea